4-chloro-7-azaindazole ClC1=C2C=NNC2=NC=C1